ethyl 3-((5-bromo-2-nitropyridin-3-yl)amino)-2-cyano-2-methylpropanoate BrC=1C=C(C(=NC1)[N+](=O)[O-])NCC(C(=O)OCC)(C)C#N